C(CCCC=CC)C1C2C=CC(C1)C2 5-(5-heptenyl)-2-norbornene